ClC1=C(C=C(C=C1)F)[C@@H]([C@H](C)C=1N(C(C(=C(N1)C(=O)NC=1C=NOC1)O)=O)C)N1N=CC(=C1)C 2-((1R,2S)-1-(2-chloro-5-fluorophenyl)-1-(4-methyl-1H-pyrazol-1-yl)propan-2-yl)-5-hydroxy-N-(isoxazol-4-yl)-1-methyl-6-oxo-1,6-dihydropyrimidine-4-carboxamide